FCC(CN(CCC(C(=O)O)NC(C(C)(C)C=1C(=NC=CC1)OC)=O)CCCCC1=NC=2NCCCC2C=C1)OC 4-[[3-fluoro-2-methoxy-propyl]-[4-(5,6,7,8-tetrahydro-1,8-naphthyridin-2-yl)butyl]amino]-2-[[2-(2-methoxy-3-pyridyl)-2-methyl-propanoyl]amino]butanoic acid